LEAD-TIN [Sn].[Pb]